FCCC1=C(C2=C(N(N=C2C=C1)C)C)C1=CC2=CNN=C2C=C1 (2-fluoroethyl)2H-indazol-5-yl-2-methyl-3-methyl-2H-indazol